tert-butyl (S)-(2-((4-butyrylpyridin-2-yl)amino)-1-(4,4-difluorocyclohexyl)-2-oxoethyl)carbamate C(CCC)(=O)C1=CC(=NC=C1)NC([C@H](C1CCC(CC1)(F)F)NC(OC(C)(C)C)=O)=O